C(=O)(OCC1=CC=CC=C1)NCCCCN1CCCCC1 N-Cbz-4-(piperidinyl)butan-1-amine